N-(2-(1-(2-(2-(2-(2-((2-(2,6-dioxopiperidin-3-yl)-1,3-dioxoisoindolin-4-yl)amino)ethoxy)ethoxy)ethoxy)ethyl)piperidin-4-yl)-6-methoxy-2H-indazol-5-yl)-6-(trifluoromethyl)picolinamide O=C1NC(CCC1N1C(C2=CC=CC(=C2C1=O)NCCOCCOCCOCCN1CCC(CC1)N1N=C2C=C(C(=CC2=C1)NC(C1=NC(=CC=C1)C(F)(F)F)=O)OC)=O)=O